O=C1C=C(C=C(O1)C(=O)O)NC1=CC=CC=C1 6-oxo-4-(phenylamino)pyran-2-carboxylic acid